C(CCCCCCCCCC)C(CCCCCCCCCCCCCC)F undecyl-fluoropentadecane